F[C@H]1CN(CC[C@H]1NC=1C=2N(C=CC1)C(=C(N2)C#CCNC2=C(C=C(C(=O)N(C)C)C=C2)OC)CC(F)(F)F)C 4-{[3-(8-{[(3S,4R)-3-fluoro-1-methylpiperidin-4-yl]amino}-3-(2,2,2-trifluoroethyl)imidazo[1,2-a]pyridin-2-yl)prop-2-yn-1-yl]amino}-3-methoxy-N,N-dimethylbenzamide